1,1'-(3,3'-dimethylthio[1,1'-biphenyl]-4,4'-diyl)bis{1-amino-4-[(E)-diazenyl]naphthalene-2-sulfonic acid} CSC=1C=C(C=CC1C1(C(C=C(C2=CC=CC=C12)\N=N\[H])S(=O)(=O)O)N)C1=CC(=C(C=C1)C1(C(C=C(C2=CC=CC=C12)\N=N\[H])S(=O)(=O)O)N)SC